2-((5-chloro-2-ethyl-1-methyl-1H-pyrrolo[3,2-b]pyridin-3-yl)(methyl)amino)-4-(4-fluorophenyl)thiazole-5-carbonitrile ClC1=CC=C2C(=N1)C(=C(N2C)CC)N(C=2SC(=C(N2)C2=CC=C(C=C2)F)C#N)C